FS(=O)(=O)C(C(=O)OC)(F)F methyl 2-(fluorosulfonyl)-2,2-difluoroacetate